COC([C@H](CO)OC1=CC=C2C(=CC(OC2=C1)=O)C1=C(C=CC=C1)C)=O.N1C=NC2=C1C=C(C=C2)CN(C2=CC(=CC=C2)CN2CCN(CC2)C)CC2=CC(=CC=C2)OC N-((1H-benzo[d]imidazol-6-yl)methyl)-N-(3-methoxybenzyl)-3-((4-methylpiperazin-1-yl)methyl)aniline Methyl-(S)-3-hydroxy-2-((2-oxo-4-(o-tolyl)-2H-chromen-7-yl)oxy)propanoate